(±)-methyl (1r,4r)-4-(1-aminoethyl)cyclohexane-1-carboxylate hydrochloride Cl.N[C@H](C)C1CCC(CC1)C(=O)OC |r|